(±)-trans-4-(2-Fluorophenyl)-pyrrolidine-3-carboxylic acid biphenyl-3-ylamide hydrochloride Cl.C1(=CC(=CC=C1)NC(=O)[C@@H]1CNC[C@H]1C1=C(C=CC=C1)F)C1=CC=CC=C1 |r|